(3-(trifluoromethyl)-5,6-dihydro-8H-[1,2,4]triazolo[3,4-c][1,4]oxazin-6-yl)methanamine FC(C1=NN=C2COC(CN21)CN)(F)F